NC1=C(C(=NC=N1)OC1=C(C=C(C=C1)NC(=O)C=1C=NN(C1C(F)(F)F)C1=NC=CC=C1C)F)Cl N-[4-(6-amino-5-chloro-pyrimidin-4-yl)oxy-3-fluoro-phenyl]-1-(3-methyl-2-pyridyl)-5-(trifluoromethyl)pyrazole-4-carboxamide